[Ce].[Ca] calcium-cerium